4-(N-methyl-N-(3-(N-p-toluenesulfonyl-L-methionylamino)-4-methoxyphenyl)-amino)coumarin CN(C1=CC(=C(C=C1)OC)NC([C@@H](NS(=O)(=O)C1=CC=C(C)C=C1)CCSC)=O)C1=CC(OC2=CC=CC=C12)=O